C(\C=C/C(=O)O)(=O)O.C=CCC 1-butene maleate